NC=1C(=C(N(N1)C1=NC=C(C=C1)C(=O)N1CCOCC1)C(C)N(C(C1=CC(=CC(=C1)C(F)(F)F)C(F)(F)F)=O)C)C#N N-[1-[5-amino-4-cyano-2-[5-(morpholine-4-carbonyl)-2-pyridyl]pyrazol-3-yl]ethyl]-N-methyl-3,5-bis(trifluoromethyl)benzamide